OC[C@H](CC1=CC=CC=C1)NC(C1=CC=C(C=C1)C(C)C)=O (S)-N-(1-hydroxy-3-phenylpropan-2-yl)-4-isopropylbenzamide